t-butoxycarbonyl-β-alanine C(C)(C)(C)OC(=O)NCCC(=O)O